C(CC)OC(CC(CCCCCC)SC1=NC(=NC(=N1)OCCCN(C)C)SCCCCCCCCCCCCCCC)=O 3-((4-(3-(dimethylamino)propoxy)-6-(pentadecylthio)-1,3,5-triazin-2-yl)thio)nonanoic acid propyl ester